(3s,3as)-3-(aminomethyl)-7-(pyridin-4-yl)-3,3a-dihydro-1h,9h-benzo[e]oxazolo[4,3-b][1,3]oxazin-1-one NC[C@@H]1OC(N2[C@H]1OC1=C(C2)C=C(C=C1)C1=CC=NC=C1)=O